N-(2,3-dihydro-1,4-benzoxazin-4-yl)-4-thiomorpholino-8-(2,3,5-trifluorophenyl)-1,7-naphthyridine-3-carboxamide O1CCN(C2=C1C=CC=C2)NC(=O)C=2C=NC1=C(N=CC=C1C2N2CCSCC2)C2=C(C(=CC(=C2)F)F)F